C(C)(C)(C)OC(=O)N1CCN(CC1)CCOC1=C(C=C(C=C1)NC(C(=O)OC)(C)C)C1CC1 4-(2-(2-Cyclopropyl-4-((1-methoxy-2-methyl-1-oxopropan-2-yl)amino)phenoxy)ethyl)piperazine-1-carboxylic acid tert-butyl ester